ClC1=CC=C(C=N1)CN1CCN2C1=C(C(CC2)C)[N+](=O)[O-] 1-[(6-chloropyridin-3-yl)methyl]-7-methyl-8-nitro-1,2,3,5,6,7-hexahydroimidazo[1,2-a]pyridin